5-chloro-3-((2,4-dichlorophenylimino)-methyl)-2-hydroxyphenyl 3-methylbenzoate CC=1C=C(C(=O)OC2=C(C(=CC(=C2)Cl)C=NC2=C(C=C(C=C2)Cl)Cl)O)C=CC1